O1CC(C1)OC(=O)N1CC=2C=C(C(NC2CC1)=O)C(NC\C=C\S(=O)(=O)C1=CC=C(C=C1)Cl)=O 3-{[(2E)-3-(4-chlorobenzenesulfonyl)prop-2-en-1-yl]carbamoyl}-2-oxo-1,2,5,6,7,8-hexahydro-1,6-naphthyridine-6-carboxylic acid oxetan-3-yl ester